C(C)OC(C=1C=NC(=NC1)NC=1C=NN(C1)CCOC)OCC 5-(diethoxymethyl)-N-(1-(2-methoxyethyl)-1H-pyrazol-4-yl)pyrimidin-2-amine